C(C=C)C1(C=C)CC=C(C=C1)C=C 1-allyl-4-vinylstyrene